4-butoxy-N-(4-morpholinophenethyl)benzenesulfonamide Pyrrolidinylphosphoramidite N1(CCCC1)NP(O)O.C(CCC)OC1=CC=C(C=C1)S(=O)(=O)NCCC1=CC=C(C=C1)N1CCOCC1